5-[(E)-2-(2-chloro-4-fluoro-phenyl)-1-[4-[(3S)-1-(3-fluoropropyl)pyrrolidin-3-yl]oxyphenyl]but-1-enyl]-1H-indazole ClC1=C(C=CC(=C1)F)/C(=C(\C1=CC=C(C=C1)O[C@@H]1CN(CC1)CCCF)/C=1C=C2C=NNC2=CC1)/CC